bis-(dimethylamino)methyldisilazane CN(C)C(N(C)C)[SiH2]N[SiH3]